5-(7-fluoro-1-methoxyisoquinolin-3-yl)-2H-pyran-3(6H)-one FC1=CC=C2C=C(N=C(C2=C1)OC)C1=CC(COC1)=O